2-Amino-7-fluoro-4-(2-fluoro-4-methyl-14-oxo-8,8a,9,10,11,12-hexahydro-7H,14H-pyrazino[1',2':5,6][1,5]diazocino[3,2,1-hi]indol-3-yl)benzo[b]thiophene-3-carbonitrile NC1=C(C2=C(S1)C(=CC=C2C2=C1C(=CN3C1=C(C=C2F)C(N2C(CC3)CNCC2)=O)C)F)C#N